CC=1C=C2C(C=C(OC2=C(C1)C(C)NC1=C(C(=O)O)C=CC=C1)C=1C=CC=2C(N1)=NN(C2)C)=O 2-[1-[6-Methyl-2-(2-methylpyrazolo[3,4-b]pyridin-6-yl)-4-oxo-chromen-8-yl]ethylamino]benzoic acid